O=C1NC(CCC1OC1=CC=C(C=C1)N1CCC(CC1)CN1CCNCC1)=O 4-((1-(4-((2,6-dioxopiperidin-3-yl)oxy)phenyl)piperidin-4-yl)methyl)piperazin